NCCCCC(=O)[O-] 5-Aminovalerate